thiazolinone copper [Cu].S1C(N=CC1)=O